Pentadecyl Pentatriacontanoate C(CCCCCCCCCCCCCCCCCCCCCCCCCCCCCCCCCC)(=O)OCCCCCCCCCCCCCCC